FC(S(=O)(=O)NCCNC(CC1=NC=C2C=CC(=NC2=C1)C1=NC(=CC=C1)N1C[C@@H](O[C@@H](C1)C)C)=O)F N-(2-((difluoromethyl)sulfonamido)ethyl)-2-(2-(6-((cis)-2,6-dimethylmorpholino)pyridin-2-yl)-1,6-naphthyridin-7-yl)acetamide